C(C)OC1[C@H](NC(CN=[N+]=[N-])=O)[C@@](O)([C@@](O)([C@H](O1)C(O)C(C)=O)C(C)=O)C(C)=O 1-O-ethyl-3,4,6-triacetyl-N-azidoacetylgalactosamine